3-tert-butyl-5-methylcyclopentadiene C(C)(C)(C)C=1C=CC(C1)C